ClC1=C2C=C(C(=NC2=NC(=C1)C)N1CCCC1)C(=O)N(C)C 5-chloro-N,N,7-trimethyl-2-(pyrrolidin-1-yl)-1,8-naphthyridine-3-carboxamide